styrenesulfonic acid potassium salt [K+].C(=CC1=CC=CC=C1)S(=O)(=O)[O-]